C1CC12NCCN(C2)C2=CC=C(C=N2)N2N=CC1=CC(=CC=C21)O[C@H](C)C2=C(C=NC=C2Cl)Cl [6-(4,7-diazaspiro[2.5]oct-7-yl)-3-pyridinyl]-5-[(1R)-1-(3,5-dichloro-4-pyridinyl)ethoxy]-1H-indazole